C1(CC1)C1=CC=NC=2N1N=C(C2I)SCC 7-cyclopropyl-2-(ethylthio)-3-iodopyrazolo[1,5-a]pyrimidine